Methylnonadienoic acid CC(C(=O)O)=CC=CCCCC